CC1=C(C=CC(=C1)O)C1=CC=NC2=NC=CC=C12 4-(2-methyl-4-hydroxyphenyl)naphthyridine